allyl-tri(Phenylethyl)-phenyl ether C(C=C)C=1C(=C(C(=C(C1)OC1=C(C(=C(C(=C1)CC=C)CCC1=CC=CC=C1)CCC1=CC=CC=C1)CCC1=CC=CC=C1)CCC1=CC=CC=C1)CCC1=CC=CC=C1)CCC1=CC=CC=C1